5-benzyl-1,3,4-thiadiazole-2-carboxylic acid ethyl ester C(C)OC(=O)C=1SC(=NN1)CC1=CC=CC=C1